N-isoquinolin-1-yl-methyl-acetamide C1(=NC=CC2=CC=CC=C12)NC(CC)=O